2-trichloromethyl-5-(p-methoxyphenyl)-1,3,4-dioxazole ClC(C1OC(=NO1)C1=CC=C(C=C1)OC)(Cl)Cl